ClC1=CC=2C3=C(C=NC2C=C1)N=C(N3C3CC(OCC3)(C)C)CN3N=CN=C3 8-chloro-1-(2,2-dimethyltetrahydro-2H-pyran-4-yl)-2-(1H-1,2,4-triazol-1-ylmethyl)-1H-imidazo[4,5-c]quinoline